O1C(COC2=C1C=CC=C2)COC2=NC(N1C(C3=CC=C(C=C3CC1)OCC1=NN=NN1CCC)=C2)=O 2-(2,3-Dihydro-benzo[1,4]dioxin-2-ylmethoxy)-9-(1-propyl-1H-tetrazol-5-ylmethoxy)-6,7-dihydro-pyrimido[6,1-a]isoquinolin-4-one